The molecule is an organic heterohexacyclic compound isolated from the culture broth of Streptomyces rishiriensis. It is an antibiotic with antibacterial activity. It has a role as a metabolite, an antimicrobial agent and an antibacterial agent. It is an organic heterohexacyclic compound, a gamma-lactone, a trideoxyhexose derivative and a member of phenols. It derives from a L-rhodinose. C[C@H]1[C@H](CC[C@@H](O1)O[C@@]23CO[C@@]4([C@@]2(C(=O)C5=C(C3=O)C=C6C=C(C7=C(C6=C5O)CN(C7=O)C)O)OC(=O)C4)OC)O